NC=1C(=C(C=C(C1)Cl)NC=1C(=C2C(N(C=NC2=CC1)C)=O)F)F 6-((3-amino-5-chloro-2-fluorophenyl)amino)-5-fluoro-3-methyl-quinazolin-4(3H)-one